Tert-butyl N-[1-[(4-aminophenyl)methyl]-4-piperidyl]-N-methyl-carbamate NC1=CC=C(C=C1)CN1CCC(CC1)N(C(OC(C)(C)C)=O)C